C1(=CC=CC=C1)C1(CCN(CC1)C=1C=C(N=NC1)C1=C(C=CC=C1)O)C(=O)N1CC(CCC1)C1NCCC1 2-(5-{4-phenyl-4-[3-(pyrrolidin-2-yl)piperidine-1-carbonyl]piperidin-1-yl}pyridazin-3-yl)phenol